tert-butyl (2S,4R)-4-hydroxy-2-[4-[N-methyl-S-(2-methyl-4-nitro-phenyl)sulfonimidoyl]piperidine-1-carbonyl]pyrrolidine-1-carboxylate O[C@@H]1C[C@H](N(C1)C(=O)OC(C)(C)C)C(=O)N1CCC(CC1)S(=O)(=NC)C1=C(C=C(C=C1)[N+](=O)[O-])C